1-(3-chloropropyl)-1,4-diazabicyclo[2.2.2]octane-1-ium ClCCC[N+]12CCN(CC1)CC2